2-benzyloxy-5-tert-butyl-benzenesulfonyl chloride C(C1=CC=CC=C1)OC1=C(C=C(C=C1)C(C)(C)C)S(=O)(=O)Cl